2,3,4-trifluoronitrobenzene C1=CC(=C(C(=C1[N+](=O)[O-])F)F)F